N1(CCOCC1)C1=CC=C(C=C1)C\C(\C(=O)O)=N/OC1OCCCC1 (E)-3-(4-morpholinylphenyl)-2-(((tetrahydro-2H-pyran-2-yl)oxy)imino)propionic acid